CN1N=CC(=C1)C1=CC=C2C(=N1)C(=CS2)NC2=CC=CC=C2 5-(1-methyl-1H-pyrazol-4-yl)-N-phenylthieno[3,2-b]pyridin-3-amine